(3-((1R,3S)-3-(Methoxycarbonyl)cyclohexyl)-1,2,3-oxadiazol-3-ium-5-yl)((3-(2-(o-tolyl)acetamido)-5-(trifluoromethyl)phenyl)-carbamoyl)amide COC(=O)[C@@H]1C[C@@H](CCC1)[N+]1=NOC(=C1)[N-]C(NC1=CC(=CC(=C1)C(F)(F)F)NC(CC1=C(C=CC=C1)C)=O)=O